N-((S)-1-(((2S,3S)-3-hydroxy-1,2,3,4-tetrahydronaphthalen-2-yl)amino)-1-oxo-3-phenylpropan-2-yl)-4-methylpiperazine-1-carboxamide O[C@@H]1[C@H](CC2=CC=CC=C2C1)NC([C@H](CC1=CC=CC=C1)NC(=O)N1CCN(CC1)C)=O